ClC=1C=C(C=CC1F)C=1N=CN(C1C=1C=CC=2N(N1)C(=CN2)C(=O)N)CCCO 6-(4-(3-chloro-4-fluorophenyl)-1-(3-hydroxypropyl)-1H-imidazol-5-yl)imidazo[1,2-b]pyridazine-3-carboxamide